O[C@@H]1CC[C@@]2([C@H]3CC[C@@]4([C@H](CC[C@H]4[C@@H]3CC[C@@H]2C1)[C@@H](CCC(=O)N[C@H](C(=O)NCC(=O)O)C(C)C)C)C)C 2-((S)-2-((R)-4-((3R,5R,8R,9S,10S,13R,14S,17R)-3-hydroxy-10,13-dimethyl-hexadecahydro-1H-cyclopenta[a]phenanthren-17-yl)pentanamido)-3-methylbutanamido)acetic acid